N-(4-(cis-bicyclo[3.1.0]hexane-3-yloxy)-3-chlorophenyl)-5-ethyl-2-(3-methoxy-3-methylazetidin-1-yl)oxazole-4-carboxamide C12CC(CC2C1)OC1=C(C=C(C=C1)NC(=O)C=1N=C(OC1CC)N1CC(C1)(C)OC)Cl